CN1[C@@H](CCCC1)C(=O)OCC([C@H](C[C@H]1C(NCC1)=O)NC([C@@H](NC(=O)C=1NC2=CC=CC(=C2C1)OC)CC(C)C)=O)=O (3S)-3-({N-[(4-methoxy-1H-indol-2-yl) carbonyl]-L-leucyl}amino)-2-oxo-4-[(3S)-2-oxopyrrolidin-3-yl]butyl (2S)-1-methylpiperidine-2-carboxylate